6-((4-((5-Cyclopropyl-3-(3,5-dichloropyridin-4-yl)isoxazol-4-yl)methoxy)bicyclo[2.2.2]octan-1-yl)methoxy)-8-fluoro-4-isopropoxychinolin C1(CC1)C1=C(C(=NO1)C1=C(C=NC=C1Cl)Cl)COC12CCC(CC1)(CC2)COC=2C=C1C(=CC=NC1=C(C2)F)OC(C)C